4-(2-aminoethyl)piperazin NCCN1CCNCC1